3-methylbenzo[d]isoxazole-5-carbaldehyde CC1=NOC2=C1C=C(C=C2)C=O